1-(2-((3R,5R,8R,9R,10S,13S,14S,17S)-3-hydroxy-3,13-dimethylhexadecahydro-1H-cyclopenta[a]phenanthren-17-yl)-2-oxoethyl)-1H-pyrazole-4-carbonitrile O[C@@]1(CC[C@@H]2[C@H]3CC[C@@]4([C@H](CC[C@H]4[C@@H]3CC[C@@H]2C1)C(CN1N=CC(=C1)C#N)=O)C)C